7-(3-oxa-6-azabicyclo[3.1.1]heptan-6-yl)-5-(((R)-1-(dimethylamino)propan-2-yl)oxy)-N-(5-fluoroquinolin-6-yl)quinazolin-4-amine C12COCC(N1C1=CC(=C3C(=NC=NC3=C1)NC=1C(=C3C=CC=NC3=CC1)F)O[C@@H](CN(C)C)C)C2